N-[4-[Chloro(difluoro)methoxy]phenyl]-1-(6-methoxy-3-pyridyl)-6-oxo-pyridine-3-carboxamide ClC(OC1=CC=C(C=C1)NC(=O)C1=CN(C(C=C1)=O)C=1C=NC(=CC1)OC)(F)F